1-amino-beta-carboline NC1=NC=CC=2C3=CC=CC=C3NC12